BrC1=CC(=C(C=C1F)N1CCN(CC1)C1=C(C=C(C(=C1)OC)[N+](=O)[O-])F)F 1-(4-Bromo-2,5-difluorophenyl)-4-(2-fluoro-5-methoxy-4-nitrophenyl)piperazine